3,7-dimethyloct-2,6-dien-1-yl formate C(=O)OCC=C(CCC=C(C)C)C